ClC1=CC=C(C=N1)N1CCN(CC1)C1CC1 1-(6-chloropyridin-3-yl)-4-cyclopropylpiperazine